2-(2-chloro-4-methoxy-6-methylphenyl)pyrimidine ClC1=C(C(=CC(=C1)OC)C)C1=NC=CC=N1